Trans-N-(3-(5,7-dimethoxythiazolo[4,5-b]pyridin-6-yl)-1-((2-(trimethylsilyl)ethoxy)methyl)-1H-pyrrolo[2,3-b]pyridin-6-yl)-2-((4-methylpiperazin-1-yl)methyl)cyclopropane-1-carboxamide COC1=C(C(=C2C(=N1)N=CS2)OC)C2=CN(C1=NC(=CC=C12)NC(=O)[C@H]1[C@@H](C1)CN1CCN(CC1)C)COCC[Si](C)(C)C